C1(CCCC1)C1=NC=C(C(=N1)O[C@H]1[C@@H](CCCC1)O)C(=O)N[C@H](\C=C\S(=O)(=O)C)C 2-Cyclopentyl-4-[(1R,2R)-2-hydroxycyclohexyloxy]-N-[(E,1S)-1-methyl-3-methylsulfonyl-allyl]pyrimidine-5-carboxamide